C(CCC)N1N=NN=C1 1-butyl-1H-tetrazol